(S)-2-(3-Fluoro-4-(6-(pyridin-3-ylmethoxy)pyridin-2-yl)benzyl)-1-(oxetan-2-ylmethyl)-1H-benzo[d]imidazol FC=1C=C(CC2=NC3=C(N2C[C@H]2OCC2)C=CC=C3)C=CC1C1=NC(=CC=C1)OCC=1C=NC=CC1